tert-butyl (2-(2-((3-((2,6-dichloropyrimidin-4-yl)amino)-1H-indazol-5-yl)methyl)-5-fluorophenoxy)ethyl)carbamate ClC1=NC(=CC(=N1)NC1=NNC2=CC=C(C=C12)CC1=C(OCCNC(OC(C)(C)C)=O)C=C(C=C1)F)Cl